ClC1=CC(=C(CNC(=O)[C@]2(C=3C=CC=NC3[C@H](CC2)OC)F)C=C1)F (5S,8S)-N-(4-chloro-2-fluorobenzyl)-5-fluoro-8-methoxy-5,6,7,8-tetrahydroquinoline-5-carboxamide